FC1=C(C=C(C(=C1)OC)S(=O)(=O)N1C=CC2=CC(=CC=C12)F)N1C(C2=CC=CC=C2C1=O)=O 2-[2-fluoro-5-(5-fluoroindole-1-sulfonyl)-4-methoxyphenyl]isoindole-1,3-dione